NC1=CC(=C(C=C1)N1N=C(C=2C=NC(=CC21)Cl)N(C(OC(C)(C)C)=O)CCN(C)C)OC tert-Butyl (1-(4-amino-2-methoxyphenyl)-6-chloro-1H-pyrazolo[4,3-c]pyridin-3-yl)(2-(dimethylamino)ethyl)carbamate